FC(OC=1C=2N(C=C(C1)C(F)(F)F)C[C@]1(N2)CCOC2=CC(=CC=C21)C(F)(F)F)F (S)-8'-(difluoromethoxy)-6',7-bis(trifluoromethyl)-3'h-spiro[chroman-4,2'-imidazo[1,2-a]pyridine]